trans-1,2-dichloro-decafluorocyclohexane Cl[C@]1([C@@](C(C(C(C1(F)F)(F)F)(F)F)(F)F)(Cl)F)F